CC=1OC(=C(C1C(=O)NC1=NC(=NS1)CC(C)=O)[2H])C1=CC(=CC=C1)OC(F)(F)F 2-Methyl-5-(3-(trifluoromethoxy)phenyl)-N-(3-(2-oxopropyl)-1,2,4-thiadiazol-5-yl)furan-4-d-3-formamide